3-(4-(2-octyldodecyl)-1-piperazinyl)-1,2-propanediol C(CCCCCCC)C(CN1CCN(CC1)CC(CO)O)CCCCCCCCCC